2-(6-(((1S,3S)-3-((5-(cyclopropylmethyl)-1,2,4-oxadiazol-3-yl)amino)cyclopentyl)amino)pyridin-3-yl)pyridazin-3(2H)-one C1(CC1)CC1=NC(=NO1)N[C@@H]1C[C@H](CC1)NC1=CC=C(C=N1)N1N=CC=CC1=O